4-(4-methylpiperazin-1-yl)Aniline 2-(2-(10-butyl-2-methoxyacridin-9(10H)-ylidene)-2-cyanoacetamido)ethyl-methacrylate C(CCC)N1C=2C=CC(=CC2C(C2=CC=CC=C12)=C(C(=O)NCCOC(C(=C)C)=O)C#N)OC.CN1CCN(CC1)C1=CC=C(N)C=C1